OC1CN(C1)C(=O)OC1CCC(CC1)C(N(C1=NC=CC(=C1)C=1C=NN(C1)C(C)C)CC12CCC(CC1)(CC2)C2=CC(=C(C=C2)C)C)=O 4-(((4-(3,4-Dimethylphenyl)bicyclo[2.2.2]octan-1-yl)methyl)(4-(1-isopropyl-1H-pyrazol-4-yl)pyridin-2-yl)carbamoyl)cyclohexyl trans-3-hydroxyazetidine-1-carboxylate